C(C)(C)OC(CCCCCCCCCCCCCCC)=O Isopropylpalmitat